6-(2-methoxyphenyl)-4-phenylpyridin-2(1H)-one COC1=C(C=CC=C1)C1=CC(=CC(N1)=O)C1=CC=CC=C1